ClC1=CC(=CC(=N1)C(=O)N(C)OC)C 6-chloro-N-methoxy-N,4-dimethylpicolinamide